CC(C=C)(C)C(COCCO)O (1,1-dimethylallyl)diethylene glycol